2,2'-bis(trifluoromethyl)benzidine tert-butyl-4-[1-(2,6-dioxo-3-piperidyl)-2-methyl-indol-5-yl]-3,6-dihydro-2H-pyridine-1-carboxylate C(C)(C)(C)OC(=O)N1CCC(=CC1)C=1C=C2C=C(N(C2=CC1)C1C(NC(CC1)=O)=O)C.FC(C1=C(C=CC(=C1)N)C1=C(C=C(N)C=C1)C(F)(F)F)(F)F